NCC=1C=CC(=C(C(=O)NC(C)C2=CC(=CC(=C2)C2=CN=CS2)C=2C=NN(C2)C)C1)C 5-(aminomethyl)-2-methyl-N-(1-(3-(1-methyl-1H-pyrazol-4-yl)-5-(thiazol-5-yl)phenyl)ethyl)benzamide